1-Pyrenemethanol Allyl-(S)-(5-(benzyloxy)-2-(6-(((tert-butyldimethylsilyl)oxy)methyl)-4-(4-(N-methylsulfamoyl)phenyl)-1,2,3,6-tetrahydropyridine-1-carbonyl)-4-methoxyphenyl)carbamate C(C=C)N(C(=O)OCC1=CC=C2C=CC3=CC=CC4=CC=C1C2=C34)C3=C(C=C(C(=C3)OCC3=CC=CC=C3)OC)C(=O)N3CCC(=C[C@H]3CO[Si](C)(C)C(C)(C)C)C3=CC=C(C=C3)S(NC)(=O)=O